ClC1=CC=C2C(=CC=NC2=C1)N[C@H]1CN(CCC1)C |r| (RS)-(7-chloro-quinolin-4-yl)-(1-methyl-piperidin-3-yl)-amine